(R)-mevalonate C(C[C@@](O)(C)CCO)(=O)[O-]